C1(CCCC1)N1C(C(N(CC1)CC=1C=NC(=C(C1)F)C1=CC=CC=C1)=O)=O 1-cyclopentyl-4-((5-fluoro-6-phenylpyridin-3-yl)methyl)piperazine-2,3-dione